4-chloro-5-(methoxycarbonyl)-1-methyl-1H-pyrazole-3-carboxylic acid ClC=1C(=NN(C1C(=O)OC)C)C(=O)O